ethyl 4-bromo-6-chlorofuro[2,3-g]quinoline-2-carboxylate BrC1=C2C(=CC=3C=CC(=NC13)Cl)OC(=C2)C(=O)OCC